C(CCCCCCCCC)NC1=CC=C(C=C1)N N-decylbenzene-1,4-diamine